2-chloro-N-cyclobutyl-5-methylpyrimidin-4-amine ClC1=NC=C(C(=N1)NC1CCC1)C